C1(=CC=CC=C1)S(=O)(=O)N1C=C(C=2C1=NC(=CC2)C=2C(=NOC2)C)C2=NC(=NC=C2C(F)(F)F)N[C@H]2CC[C@@H](N(C2)C(=O)OCC2=CC=CC=C2)C benzyl (2S,5S)-5-[[4-[1-(benzenesulfonyl)-6-(3-methylisoxazol-4-yl)pyrrolo[2,3-b]pyridin-3-yl]-5-(trifluoromethyl)pyrimidin-2-yl]amino]-2-methyl-piperidine-1-carboxylate